(E)-N-(4-(1-(4-(4-(7-((2-(2,6-dioxopiperidin-3-yl)-1-oxoisoindolin-4-yl)oxy)heptyl)piperazin-1-yl)benzoyl)piperidin-4-yl)butyl)-3-(pyridin-3-yl)acrylamide O=C1NC(CCC1N1C(C2=CC=CC(=C2C1)OCCCCCCCN1CCN(CC1)C1=CC=C(C(=O)N2CCC(CC2)CCCCNC(\C=C\C=2C=NC=CC2)=O)C=C1)=O)=O